4-vinyl-catechol di(2-methylheptanoate) CC(C(=O)OC=1C(OC(C(CCCCC)C)=O)=CC(=CC1)C=C)CCCCC